FC1=C(CNC(=O)C=2C=CC3=C(NSNC3)C2)C(=CC(=C1)F)F N-(2,4,6-trifluorobenzyl)-3,4-dihydro-1H-benzo[c][1,2,6]thiadiazine-7-carboxamide